C[Si](C(C)=O)(C)C 1-(trimethylsilyl)ethanone